Br.BrC1=C(C=2C=CC(=CC2CC1)OC(C(C)(C)C)=O)C1=CC=C(C=C1)O[C@@H]1CN(CC1)CCCF (S)-pivalic acid 6-bromo-5-(4-((1-(3-fluoropropyl) pyrrolidin-3-yl) oxy) phenyl)-7,8-dihydronaphthalen-2-yl ester hydrobromide